[O-]S(=O)(=O)C(F)(F)F.C(CCCCCCCCCCC)[NH+]1C=CC=C1 N-Dodecylpyrrolium triflat